9-amino-3,4-dihydroacridin-1(2H)-one NC=1C2=CC=CC=C2N=C2CCCC(C12)=O